C(#N)C1=CNC2=C(C=CC(=C12)C)NS(=O)(=O)C=1C=NN(C1)CC1(COC1)F N-(3-Cyano-4-methyl-1H-indol-7-yl)-1-[(3-fluorooxetan-3-yl)methyl]pyrazol-4-sulfonamid